1-iodo-4-(chloromethyl)benzene IC1=CC=C(C=C1)CCl